NC1=NN2C(C=C(C=C2C(=O)N)C2=CSC(=C2)C(N)=O)=N1 2-amino-7-(5-carbamoylthiophen-3-yl)-[1,2,4]triazolo[1,5-a]pyridine-5-carboxamide